C(C(C)(C)C)N1CCCC1 1-neopentylpyrrolidin